2,3-diiodobenzyl alcohol IC1=C(CO)C=CC=C1I